FC=1C=C(C=CC1)C#CC=1C=NC=2CCN(CC2C1)C(=O)N(C)C 3-((3-Fluorophenyl)ethynyl)-N,N-dimethyl-7,8-dihydro-1,6-naphthyridine-6(5H)-carboxamide